FC=1C(=CC(=NC1)C=C)NC(OCC1=CC=CC=C1)=O benzyl (5-fluoro-2-vinylpyridin-4-yl)carbamate